CN1N=NN=C1OCC1=C(C(=O)O)C=CC(=N1)C(F)(F)F 2-(((1-methyl-1H-tetrazol-5-yl)oxy)methyl)-6-(trifluoromethyl)nicotinic acid